3-(hydroxymethyl)-5-methoxy-benzoic acid methyl ester COC(C1=CC(=CC(=C1)OC)CO)=O